(2R,3R,4R,5R)-2-[(acetoxy) methyl]-5-[2-amino-6-(methylamino) purin-9-yl]-4-fluoro-4-methyloxypent-3-yl 2-methylpropionate CC(C(=O)O[C@H]([C@H](C)COC(C)=O)[C@](CN1C2=NC(=NC(=C2N=C1)NC)N)(OC)F)C